1,3,5-tris(4-t-butyl-3-hydroxy-2,5,6-Trimethylbenzyl)-1,3,5-triazine-2,4,6(1H,3H,5H)-trione C(C)(C)(C)C1=C(C(=C(CN2C(N(C(N(C2=O)CC2=C(C(=C(C(=C2C)C)C(C)(C)C)O)C)=O)CC2=C(C(=C(C(=C2C)C)C(C)(C)C)O)C)=O)C(=C1C)C)C)O